4-(4-((5-methylpyridin-2-yl)carbamoyl)phenyl)-1H-imidazole-5-carboxamide CC=1C=CC(=NC1)NC(=O)C1=CC=C(C=C1)C=1N=CNC1C(=O)N